NC1CN(CC1)C1=NC(=NC(=C1)C1=C(C=CC=C1C)C)NS(=O)(=O)C=1C=NN(C1)C N-[4-(3-aminopyrrolidin-1-yl)-6-(2,6-dimethylphenyl)pyrimidin-2-yl]-1-methyl-pyrazole-4-sulfonamide